S(=O)(=O)(O)C=1NC2=CC=CC=C2C1 sulphoindole